CC=1C=C2N(C(C(=NC2=CC1C)C(=O)NCC1=CC=C(C(=O)OC)C=C1)=O)C[C@@H]([C@@H]([C@@H](CO)O)O)O methyl 4-((6,7-dimethyl-3-oxo-4-((2S,3S,4R)-2,3,4,5-tetrahydroxypentyl)-3,4-dihydroquinoxaline-2-carboxamido)methyl)benzoate